N1CCC(CC1)C1=NNC(=C1)C1=CC=NC=C1 4-(3-(piperidin-4-yl)-1H-pyrazol-5-yl)pyridine